N-(4-(3-fluorobenzyloxy)phenyl)-3,4-dihydro-2H-[1,4]oxazino[2,3-f]quinazolin-10-amine FC=1C=C(COC2=CC=C(C=C2)NC2=NC=NC3=CC=C4C(=C23)OCCN4)C=CC1